tert-butyl (3R,4R)-4-{[(benzyloxy) carbonyl] amino}-3-hydroxypiperidine-1-carboxylate C(C1=CC=CC=C1)OC(=O)N[C@H]1[C@@H](CN(CC1)C(=O)OC(C)(C)C)O